N-(2-((5-((cyclopentylmethyl)amino)-7-(2,6-dichloro-3,5-dimethoxyphenyl)-2,6-naphthyridin-3-yl)amino)-3-methylphenyl)acrylamide C1(CCCC1)CNC1=C2C=C(N=CC2=CC(=N1)C1=C(C(=CC(=C1Cl)OC)OC)Cl)NC1=C(C=CC=C1C)NC(C=C)=O